Zirconium (IV) isopropanol C(C)(C)O.[Zr+4]